ClC=1C=C(C=CC1F)C(C=1N(C=C(N1)SC)COCC[Si](C)(C)C)C1=CC(=C(C=C1)F)Cl 2-(bis(3-chloro-4-fluorophenyl)methyl)-4-(methylthio)-1-((2-(trimethylsilyl)ethoxy)methyl)-1H-imidazole